C1(CC1)OC1=C(N)C=C(C=C1)C 2-cyclopropoxy-5-methylaniline